C(=C)CCCCCCP(O)=O vinylhexylphosphinic acid